N,N-di-hydroxy-isopropyl-benzenesulfonamide ON(S(=O)(=O)C1=C(C=CC=C1)C(C)C)O